C[C@H]1CN(C[C@H](N1CC1CCNCC1)C)C(=O)OC(C)(C)C tert-butyl (3S,5R)-3,5-dimethyl-4-(piperidin-4-ylmethyl)piperazine-1-carboxylate